C(C)(=O)OC[C@H](OC)[C@@H](OC)[C@@H](OC(C)=O)COC(C)=O 1,4,5-tri-O-acetyl-2,3-di-O-methyl-L-arabinitol